4-(4-(difluoromethoxy)phenyl)pyrrolo[1,2-a]quinoxaline-7-carboxylic acid FC(OC1=CC=C(C=C1)C=1C=2N(C3=CC=C(C=C3N1)C(=O)O)C=CC2)F